(6S,8R)-6-(5-bromopyridin-2-yl)-7-(3-((tert-butyldiphenylsilyl)oxy)-2,2-difluoropropyl)-8-methyl-3-(tetrahydro-2H-pyran-2-yl)-6,7,8,9-tetrahydro-3H-pyrazolo[4,3-f]isoquinoline BrC=1C=CC(=NC1)[C@H]1N([C@@H](CC2=C3C(=CC=C12)N(N=C3)C3OCCCC3)C)CC(CO[Si](C3=CC=CC=C3)(C3=CC=CC=C3)C(C)(C)C)(F)F